N-pyrazolo[1,5-a]pyridin-6-ylacetamide N1=CC=C2N1C=C(C=C2)NC(C)=O